1-[[bromo(difluoro)methyl]-ethoxyphosphoryl]oxyethane BrC(P(=O)(OCC)OCC)(F)F